(R)-3-(2-ethoxy-2-oxoethoxy)pyrrolidine-1-carboxylic acid benzyl ester C(C1=CC=CC=C1)OC(=O)N1C[C@@H](CC1)OCC(=O)OCC